OC1(CCN(CC1)C(=O)[C@H]1[C@@H](CN(CC1)C(=O)C1=C(N=C(S1)C=1C=NC(=CC1)C)C)C1=CC=CC=C1)CN1C=NC2=C(C=C3CCCCN23)C1=O 3-[[4-hydroxy-1-[(3R,4R)-1-[4-methyl-2-(6-methyl-3-pyridinyl)thiazole-5-carbonyl]-3-phenyl-piperidine-4-carbonyl]-4-piperidinyl]methyl]-6,7,8,9-tetrahydropyrimido[5,4-b]indolizin-4-one